C(C)N1CNC(NC1)=O tetrahydro-5-(ethyl)-1,3,5-triazin-2-one